COC(=O)C1CC=2N(CC1)C(=NN2)C(F)F.FC(C2=NN=C1N2CCC(C1)C=O)F 3-(difluoromethyl)-5,6,7,8-tetrahydro-[1,2,4]triazolo[4,3-a]pyridine-7-carbaldehyde methyl-3-(difluoromethyl)-5,6,7,8-tetrahydro-[1,2,4]triazolo[4,3-a]pyridine-7-carboxylate